(2-oxo-1,2,3,4-tetrahydroquinolin-7-yl)oxy-2,3,11,11a-tetrahydro-1H,5H-benzo[f]pyrrolo[2,1-c][1,4]oxazepin-5-one O=C1NC2=CC(=CC=C2CC1)OC1CCN2C1COC1=C(C2=O)C=CC=C1